1-N-(2-fluoro-4-nitrophenyl)-4-ethylpiperazine FC1=C(C=CC(=C1)[N+](=O)[O-])N1CCN(CC1)CC